C(#CC(=O)[O-])C(=O)O The molecule is a dicarboxylic acid monoanion that is the conjugate base of butynedioic acid. It is a conjugate base of a butynedioic acid. It is a conjugate acid of an acetylenedicarboxylate(2-).